C1(=CC=CC=C1)C1=NC(=NC(=N1)C1=CC=CC=C1)C=1C=C(C=CC1)N1C2=CC=CC=C2C=2C=C(C=CC12)B(O)O (9-(3-(4,6-diphenyl-1,3,5-triazin-2-yl)phenyl)-9H-carbazol-3-yl)boronic acid